(3R,4S,7S,8aS,10aR,11R,14aR,14bS,E)-4-((R)-1-hydroxyethyl)-7-methoxy-1,3,13-trimethyl-3,4,8,8a,10a,11-hexahydro-11,14b-epoxynaphtho[2,1-e]oxecine-6,14(7H,14aH)-dione O[C@H](C)[C@@H]1[C@@H](/C=C(/[C@]23[C@@H](C[C@@H](C(O1)=O)OC)C=C[C@H]1[C@H](C=C(C([C@H]12)=O)C)O3)\C)C